NC1=NC2=C(N1CC(C1=CC=CC=C1)O)C=CC(=C2)C(=O)N 2-amino-1-(2-hydroxy-2-phenylethyl)-1H-benzo[d]imidazole-5-carboxamide